trimethylpyrimidine-2-carboxamide CC1=C(C(=NC(=N1)C(=O)N)C)C